1-allyl-6-chloro-4-hydroxy-3,3-dimethyl-3,4-dihydro-1H-benzo[c][1,2]thiazine 2,2-dioxide C(C=C)N1S(C(C(C2=C1C=CC(=C2)Cl)O)(C)C)(=O)=O